Racemic-Tert-butyl (1S,2R,3R,5R)-3-[(5-bromopyrazin-2-yl)(cyclopropyl)amino]-2-fluoro-8-azabicyclo[3.2.1]octane-8-carboxylate BrC=1N=CC(=NC1)N([C@H]1[C@H]([C@@H]2CC[C@H](C1)N2C(=O)OC(C)(C)C)F)C2CC2 |r|